1,1-dimethoxytrimethylamine CN(C)C(OC)OC